6-bromo-1-methyl-3-((methylsulfonyl)methyl)-4-(phenyl-(tetrahydro-2H-pyran-4-yl)methyl)-1,4-dihydropyrazolo[3',4':4,5]pyrrolo[3,2-b]pyridine BrC=1C=C2C(=NC1)C1=C(N2C(C2CCOCC2)C2=CC=CC=C2)C(=NN1C)CS(=O)(=O)C